ClC1=C(C=CC=C1SC1=NC=C(N=C1)Cl)N=S1(CCCC1)=O 1-((2-chloro-3-((5-chloropyrazin-2-yl)thio)phenyl)imino)tetrahydro-1H-1λ6-thiophen 1-oxide